(2-(didodecylamino)ethyl)(dodecylamino)-1-(4-(2-(didodecylamino)ethyl)piperazin-1-yl)ethane-1-one C(CCCCCCCCCCC)N(CCC(C(=O)N1CCN(CC1)CCN(CCCCCCCCCCCC)CCCCCCCCCCCC)NCCCCCCCCCCCC)CCCCCCCCCCCC